tert-butyl 4-{5-[6-(2-cyano-3,6-difluorophenoxy)-4-oxoquinazolin-3-yl]pyrimidin-2-yl}piperazine-1-carboxylate C(#N)C1=C(OC=2C=C3C(N(C=NC3=CC2)C=2C=NC(=NC2)N2CCN(CC2)C(=O)OC(C)(C)C)=O)C(=CC=C1F)F